3-Amino-5-bromobenzoic acid NC=1C=C(C(=O)O)C=C(C1)Br